C(CCC)OC(CCC(C)(OOC(C)(C)C)OOC(C)(C)C)=O 4,4-bis(t-butylperoxy)pentanoic acid butyl ester